ClC1=CC(=CC(=N1)N1CCN(CC1)S(=O)(=O)C1=CC2=C(N3[C@H](CO2)[C@@H](OC3=O)CO)C=C1)C(C1CCNCC1)(F)F (3R,3aR)-7-[4-[6-chloro-4-[difluoro(4-piperidyl)methyl]-2-pyridyl]piperazin-1-yl]sulfonyl-3-(hydroxymethyl)-3a,4-dihydro-3H-oxazolo[4,3-c][1,4]benzoxazin-1-one